[(1R,5S,6R)-3-(6-chloro-2-{[5-chloro-1-(2,2-difluoroethyl)-1H-pyrazol-4-yl]amino}quinazolin-7-yl)-3-azabicyclo[3.1.0]hexan-6-yl]methanol ClC=1C=C2C=NC(=NC2=CC1N1C[C@H]2C([C@H]2C1)CO)NC=1C=NN(C1Cl)CC(F)F